BrC1=CC2=C(N=CN=C2N2CCN(CC2)C(=O)OC(C)(C)C)C=N1 Tert-butyl 4-(6-bromopyrido[3,4-d]pyrimidin-4-yl)piperazine-1-carboxylate